N[C@H](C(=O)O)[C@H](CCCB(O)O)CNC([C@H](CC)N)=O (2S,3R)-2-amino-3-(((S)-2-aminobutyrylamino)methyl)-6-boronohexanoic acid